BrC(C(=O)NC1=NC=C(C=C1)OC1=CC=CC=C1)C 2-bromo-N-(5-phenoxypyridin-2-yl)propanamide